MOLYBDENUM-VANADIUM-BERYLLIUM [Be].[V].[Mo]